5-amino-N-(6-(4-isopropyl-4H-1,2,4-triazol-3-yl)pyridin-2-yl)-1H-indole-1-carboxamide NC=1C=C2C=CN(C2=CC1)C(=O)NC1=NC(=CC=C1)C1=NN=CN1C(C)C